(2S,4R)-N-((S)-1-(2-chloro-4-ethynylphenyl)ethyl)-4-hydroxypyrrolidine-2-carboxamide ClC1=C(C=CC(=C1)C#C)[C@H](C)NC(=O)[C@H]1NC[C@@H](C1)O